1,1,1,3,3,3-Hexafluoropropan-2-yl 4-(2-(8-oxa-3-azabicyclo[3.2.1]octan-3-yl)-4-chlorobenzyl)piperazine-1-carboxylate C12CN(CC(CC1)O2)C2=C(CN1CCN(CC1)C(=O)OC(C(F)(F)F)C(F)(F)F)C=CC(=C2)Cl